N-(3-(2-chloro-7H-pyrrolo[2,3-d]pyrimidin-7-yl)phenyl)-2-methylpropane-2-sulfonamide ClC=1N=CC2=C(N1)N(C=C2)C=2C=C(C=CC2)NS(=O)(=O)C(C)(C)C